C(CCC)OC(=O)N(C(C(=O)OCC(C)C)CCC(C)C)CCCCCCCCCC isobutyl 2-((butoxycarbonyl)(decyl)amino)-5-methylhexanoate